(1s,4s)-4-((2-((2-(1-(Cyclopropylsulfonyl)-1H-pyrazol-4-yl)pyrimidin-4-yl)amino)-5-((6-(morpholinomethyl)pyridin-3-yl)ethynyl)pyridin-4-yl)amino)cyclohexan-1-ol C1(CC1)S(=O)(=O)N1N=CC(=C1)C1=NC=CC(=N1)NC1=NC=C(C(=C1)NC1CCC(CC1)O)C#CC=1C=NC(=CC1)CN1CCOCC1